7-methoxy-1-{[(2R,3S)-3-methyl-5-oxopyrrolidin-2-yl]methoxy}isoquinoline-6-carboxamide COC1=C(C=C2C=CN=C(C2=C1)OC[C@@H]1NC(C[C@@H]1C)=O)C(=O)N